COC(=O)N1C(CC2=CC(=CC(=C12)C1=CC(=C(C(=C1)F)SCCCC(=O)OCC)F)F)(C)C 7-[4-(3-ethoxycarbonyl-propylsulfanyl)-3,5-difluoro-phenyl]-5-fluoro-2,2-dimethyl-2,3-dihydro-indole-1-carboxylic acid methyl ester